1-(4-(2,4,4-trimethylpentan-2-yl)phenoxy)-3,6,9,12-tetraoxatetradecane CC(C)(CC(C)(C)C)C1=CC=C(OCCOCCOCCOCCOCC)C=C1